ClC=1C=NC=C(C1C(C)OC=1C=C2C(=NNC2=CC1OC)C=1C=NC=C(C#N)C1)Cl 5-(5-(1-(3,5-dichloropyridin-4-yl)ethoxy)-6-methoxy-1H-indazol-3-yl)nicotinonitrile